C1(CC1)C=1C=C(C=C2C(N(CC12)C1=CC(=CC=C1)[C@@H](CC1=NN=CN1C)C)=O)C(=O)O (R)-7-cyclopropyl-2-(3-(1-(4-methyl-4H-1,2,4-triazol-3-yl)propan-2-yl)phenyl)-3-oxoisoindoline-5-carboxylic acid